N1(N=NC2=C1C=CC=C2)O[P+](N2CCCC2)(N2CCCC2)N2CCCC2 1H-1,2,3-benzotriazol-1-yloxy-tri-1-pyrrolidinylphosphonium